N-(1-(azetidin-1-ylmethyl)cyclopropyl)-3-(4-chlorophenyl)-2,2-dimethylpropanamide N1(CCC1)CC1(CC1)NC(C(CC1=CC=C(C=C1)Cl)(C)C)=O